Adamantylbromophenylamine C1C2CC3CC1CC(C2)(C3)N(C4=CC=CC=C4)Br